ClC1=CC=C(C(=N1)C(=O)O)N[C@H](C)C1=C2N=C(C(=NC2=CC(=C1)C)C#N)N1C[C@@H]([C@@H](C1)F)F 6-chloro-3-(((R)-1-(2-cyano-3-((3S,4R)-3,4-difluoropyrrolidin-1-yl)-7-methylquinoxalin-5-yl)ethyl)amino)picolinic acid